FC=1C(=C(C=NC1)N)N1CCC(CC1)S(=O)(=O)N1CCOCC1 5-fluoro-4-(4-(morpholinosulfonyl)piperidin-1-yl)pyridin-3-amine